(3S)-7-(4-acetylphenyl)-3-methyl-5-[2-(2,2,2-trifluoroethoxy)phenyl]-2,3,6,7-tetrahydro-8H-pyrrolo[3,4-f][1,4]oxazepin-8-one C(C)(=O)C1=CC=C(C=C1)N1CC=2C(=N[C@H](COC2C1=O)C)C1=C(C=CC=C1)OCC(F)(F)F